ClC=1C(=C2C=NNC2=CC1C)C1=C(C=2N=C(N=C(C2C(=N1)OC)N1CCOCC(C1)(O)C)OC[C@]12[C@H](NCCC1)CCC2)F 4-(7-(5-chloro-6-methyl-1H-indazol-4-yl)-8-fluoro-5-methoxy-2-(((4aS,7aR)-octahydro-4aH-cyclopenta[b]pyridin-4a-yl)methoxy)pyrido[4,3-d]pyrimidin-4-yl)-6-methyl-1,4-oxazepan-6-ol